1,1,1,3,3,3-hexabromo-2-methyldisilazane Br[Si](N([Si](Br)(Br)Br)C)(Br)Br